Cl.Cl.C(#N)C[C@@H]1NCCNC1 (S)-2-cyanomethylpiperazine dihydrochloride